tert-Butyl 5-((3-(trifluoromethyl)phenyl)sulfonyl)-2,5-diazabicyclo[2.2.1]heptane-2-carboxylate FC(C=1C=C(C=CC1)S(=O)(=O)N1C2CN(C(C1)C2)C(=O)OC(C)(C)C)(F)F